FC1=C(C(=CC(=C1)C(C(C(F)(F)F)(F)F)(F)F)OCC1=CC=C(C=C1)OC)NC(C1=C(C=CC(=C1)[N+](=O)[O-])SC1=NN=NN1C)=O N-[2-fluoro-4-(1,1,2,2,3,3,3-heptafluoropropyl)-6-[(4-methoxyphenyl)methoxy]phenyl]-2-[(1-methyl-1H-1,2,3,4-tetrazol-5-yl)sulfanyl]-5-nitrobenzamide